ClC1=CC(=C(C=C1OC1=C(C=CC=C1)C)N1CN=C(C=C1)C(F)F)OC 3-[4-Chloro-2-methoxy-5-(2-methylphenoxy)phenyl]-6-(difluoromethyl)pyrimidine